(Z)-4-((2-aminomethyl-3-fluoroallyl)oxy)-N-(3-(2-methoxyethoxy)phenyl)benzamide trifluoroacetate FC(C(=O)O)(F)F.NC/C(/COC1=CC=C(C(=O)NC2=CC(=CC=C2)OCCOC)C=C1)=C/F